COC1=CC=C(CN2C(=NC=3C2=NC=CC3)N[C@@H]3C[C@H](CC3)NC3=CC=C(C=N3)N3C(N(C2=C3C=CC=C2)C)=O)C=C1 1-(6-(((1S,3S)-3-((3-(4-Methoxybenzyl)-3H-imidazo[4,5-b]pyridin-2-yl)amino)cyclopentyl)amino)pyridin-3-yl)-3-methyl-1,3-dihydro-2H-benzo[d]imidazol-2-one